FC1=C(C=CC=C1F)C=1C=C2C(=NC1)C=NN2CCC(C)C 1-[6-(2,3-Difluorophenyl)pyrazolo[4,3-b]pyridin-1-yl]-3-methyl-butan